C(C1=CC=CC=C1)C1=C(C=NN1CCNC(=O)OC(C)(C)C)C(=O)O 5-benzyl-1-(2-(tert-butoxycarbonylamino)ethyl)-1H-pyrazole-4-carboxylic acid